C[N+]1=CC=C(C=C1)C=1C2=CC=C(N2)C(=C2C=CC(C(=C3C=CC(=C(C=4C=CC1N4)C4=CC=[N+](C=C4)C)N3)C3=CC=[N+](C=C3)C)=N2)C2=CC=[N+](C=C2)C 5,10,15,20-tetrakis(N-methylpyridinium-4-yl)porphyrin